t-butylacetic acid C(C)(C)(C)CC(=O)O